[Zn+2].NC1N=C(OC1)C(=O)[O-].NC1N=C(OC1)C(=O)[O-] Amino-Oxazolinate Zinc